bis(2,2-dimethylbenzyl)diphenylamine CC1(C(CC=2C(=C(C=CC2)NC2=CC=CC=C2)CC2C(C=CC=C2)(C)C)C=CC=C1)C